2,4-bis[(4-hydroxyphenyl)methyl]-6-cyclohexylphenol OC1=CC=C(C=C1)CC1=C(C(=CC(=C1)CC1=CC=C(C=C1)O)C1CCCCC1)O